BrC=1C(=NC=C(C1)C(F)(F)F)I 3-bromo-2-iodo-5-(trifluoromethyl)pyridine